C1=C(C=CC2=C1CC1CCC2N1)O (±)-6,7,8,9-tetrahydro-5H-5,8-epiminobenzo[7]annulen-2-ol